N-(6-bromo-1H-benzimidazol-2-yl)-o-methylphenylacetamide BrC=1C=CC2=C(NC(=N2)NC(CC2=C(C=CC=C2)C)=O)C1